CSCCC1C(NC(N1)=O)=O 5-(β-methylmercaptoethyl)-hydantoin